COC1=CC=C(CN2C(C=3N(C=4C=CC=CC4C3C2)C2=CC=CC=C2)=O)C=C1 2-(4-methoxybenzyl)-4-phenyl-1,4-dihydropyrrolo[3,4-b]indol-3(2H)-one